1-dimethylaminomethyl-1'-methoxycarbonyl-ferrocene CN(C)C[C-]1C=CC=C1.COC(=O)[C-]1C=CC=C1.[Fe+2]